9-oxo-9-(3,6-dioxaoct-1-yloxy)pelargonic acid O=C(CCCCCCCC(=O)O)OCCOCCOCC